1-(2-(4-(4-((7-Amino-5-butoxy-1H-pyrazolo[4,3-d]pyrimidin-3-yl)methyl)-3-methoxybenzyl)piperazin-1-yl)ethyl)-1H-pyrrole-2,5-dione NC=1C2=C(N=C(N1)OCCCC)C(=NN2)CC2=C(C=C(CN1CCN(CC1)CCN1C(C=CC1=O)=O)C=C2)OC